OC1=C(C(OC12CCC(CC2)OC2CCN(CC2)CCOCCOCCOCC(=O)OC(C)(C)C)=O)C2=C(C=C(C=C2C)C)C tert-butyl 2-(2-(2-(2-(4-(((5s,8s)-4-hydroxy-3-mesityl-2-oxo-1-oxaspiro[4.5]dec-3-en-8-yl)oxy)piperidin-1-yl)ethoxy)ethoxy)ethoxy)acetate